N-(5-((5-acetylpyridin-2-yl)methoxy)-1,3,4-thiadiazol-2-yl)-4-(2-(difluoromethoxy)phenyl)-6-methylpyridine-3-carboxamide C(C)(=O)C=1C=CC(=NC1)COC1=NN=C(S1)NC(=O)C=1C=NC(=CC1C1=C(C=CC=C1)OC(F)F)C